OP(O)OP(O)O.C(CCCCCCCCCCCC)C(C(C(C1=C(C=C(C(=C1)C(C)(C)C)O)C)(C1=C(C=C(C(=C1)C(C)(C)C)O)C)CCCCCCCCCCCCC)(CCCCCCCCCCCCC)CCCCCCCCCCCCC)C tetra-tridecyl-4,4'-butylidenebis(3-methyl-6-tert-butylphenol) diphosphite